COC1=CC=C(C=C1)C(OC[C@@H]1[C@H]([C@H]([C@@H](O1)N1C2=NC=NC(=C2N=C1)Cl)O)O)(C1=CC=CC=C1)C1=CC=C(C=C1)OC 9-{5-O-[bis(4-methoxyphenyl)(phenyl)methyl]-β-D-ribofuranosyl}-6-chloro-9H-purine